1H-pyrazolo[3,4-d]pyridazine-7(6H)-one N1N=CC2=C1C(NN=C2)=O